C(C)(C)(C)OC(=O)N1[C@@H]2C[C@H]([C@H](C1)CC2)OCC=2C(=NOC2C2CC2)C2=C(C=CC=C2Cl)Cl (1S,4S,5R)-5-((5-cyclopropyl-3-(2,6-dichlorophenyl)isoxazol-4-yl)methoxy)-2-azabicyclo[2.2.2]octane-2-carboxylic acid tert-butyl ester